ClC1=C(N(C2=CC=CC=C12)CC(C)(C)C)C(=O)N[C@@H](C)C1=CC=C(C(=O)O)C=C1 (S)-4-(1-(3-Chloro-1-neopentyl-1H-indole-2-carboxamido)ethyl)benzoic acid